2-(2-(2,4-difluorophenyl)-5-oxopyrrolidin-1-yl)acetamide FC1=C(C=CC(=C1)F)C1N(C(CC1)=O)CC(=O)N